2-methyl-3-oxo-3,4-dihydro-2H-benzo[b][1,4]thiazine-6-carboxylic acid methyl ester COC(=O)C1=CC2=C(SC(C(N2)=O)C)C=C1